FC(C1=NN=C(O1)C=1C=CC(=NC1)CN1C(N(C(=C1)C1=CC=CC=C1)C)=O)F 1-((5-(5-(difluoromethyl)-1,3,4-oxadiazol-2-yl)pyridin-2-yl)methyl)-3-methyl-4-phenyl-1,3-dihydro-2H-imidazol-2-one